C(C)ONC O-ethyl-N-methyl-hydroxylamine